BrC=1C(=C(C=C(C1)F)C[C@@H](C(=O)OC)NC(=O)OC(C)(C)C)OCC1=CC=C(C=C1)OC methyl (2S)-3-{3-bromo-5-fluoro-2-1-(4-methoxyphenyl)methoxylphenyl}-2-[(tert-butoxycarbonyl)amino]propanoate